C(C)OC(C[C@@H](C=1C=C(C=C(C1F)C(F)(F)F)C1=C(C=CC=C1C(F)(F)F)O)N)=O.FC1=C(C(=C(C(=C1OB(OC1=C(C(=C(C(=C1F)F)F)F)F)OC1=C(C(=C(C(=C1F)F)F)F)F)F)F)F)F.C1(=CC=CC=C1)[Si](O[Li])(C1=CC=CC=C1)C1=CC=CC=C1 (triphenylsiloxy)lithium tris(pentafluorophenyl)borate ethyl-(3S)-3-amino-3-[4-fluoro-2'-hydroxy-5,6'-bis(trifluoromethyl)-[1,1'-biphenyl]-3-yl]propanoate